C(C)(C)C1=CC=C(C=C1)CC=O (4-isopropyl-phenyl)-ethanal